N2-(2,2-Dimethoxyethyl)-7-methoxy-N4-((R)-1-(3-nitro-5-(trifluoromethyl)phenyl)ethyl)-6-(((S)-tetrahydrofuran-3-yl)oxy)quinazoline-2,4-diamine COC(CNC1=NC2=CC(=C(C=C2C(=N1)N[C@H](C)C1=CC(=CC(=C1)C(F)(F)F)[N+](=O)[O-])O[C@@H]1COCC1)OC)OC